chloropyridinium chromate [Cr](=O)(=O)([O-])[O-].Cl[N+]1=CC=CC=C1.Cl[N+]1=CC=CC=C1